C(CCCCCCCCCCCCCCCCCCCCCCC)C1=CC=CC=C1 tetracosyl-benzene